O-formylboronic acid C(=O)OBO